5-tert-butyl-5-(5-methylpyridin-2-yl)imidazolidine-2,4-dione C(C)(C)(C)C1(C(NC(N1)=O)=O)C1=NC=C(C=C1)C